methyl 5-chloro-6-fluoro-1-((2-(trimethylsilyl) ethoxy) methyl)-1H-pyrrolo[3,2-b]pyridine-2-carboxylate ClC1=C(C=C2C(=N1)C=C(N2COCC[Si](C)(C)C)C(=O)OC)F